(2R)-5-fluoro-2-methyl-1-(5-(pyridin-2-yl)-2,3-dihydrobenzofuran-2-carbonyl)indoline-6-sulfonamide FC=1C=C2C[C@H](N(C2=CC1S(=O)(=O)N)C(=O)C1OC2=C(C1)C=C(C=C2)C2=NC=CC=C2)C